BrC=1C=C(C2=C(N(C(=N2)C2=CC(=C(C=C2)OC)OC)C)C1)Cl 6-bromo-4-chloro-2-(3,4-dimethoxyphenyl)-1-methyl-1H-benzo[d]imidazole